1-(6-((tert-butoxy-carbonyl)amino)-4-methylpyridin-3-yl)-6-chloro-7-(3,4-dihydro-2,7-naphthyridin-2(1H)-yl)-4-oxo-1,4-dihydro-1,8-naphthyridine-3-carboxylic acid C(C)(C)(C)OC(=O)NC1=CC(=C(C=N1)N1C=C(C(C2=CC(=C(N=C12)N1CC2=CN=CC=C2CC1)Cl)=O)C(=O)O)C